(R)-4-(4-((1-(3-(difluoromethyl)-2-fluorophenyl)ethyl)amino)-2-methyl-7-oxo-7,8-dihydropyrido[2,3-d]pyrimidin-6-yl)-N,N-dimethylcyclohexanecarboxamide FC(C=1C(=C(C=CC1)[C@@H](C)NC=1C2=C(N=C(N1)C)NC(C(=C2)C2CCC(CC2)C(=O)N(C)C)=O)F)F